N-(5-chloro-4-methylpyridin-3-yl)-N-(2,2-difluoro-3-hydroxypropyl)-5-(trifluoromethyl)-1H-benzo[d]imidazole-2-carboxamide ClC=1C(=C(C=NC1)N(C(=O)C1=NC2=C(N1)C=CC(=C2)C(F)(F)F)CC(CO)(F)F)C